ClC1=C(C(=NN1C)C(F)F)S(=O)(=O)C(C1CCN(CC1)C(=O)OC(C)(C)C)F tert-Butyl 4-(((5-chloro-3-(difluoromethyl)-1-methyl-1H-pyrazol-4-yl)sulfonyl)fluoromethyl)piperidine-1-carboxylate